2-[[2-[(cyclobutylmethylamino)methyl]-1H-indol-6-yl]methyl]-5-(2-hydroxyethylamino)-2,7-naphthyridin-1-one C1(CCC1)CNCC=1NC2=CC(=CC=C2C1)CN1C(C2=CN=CC(=C2C=C1)NCCO)=O